N-(3-chloro-5-methylbenzyl)-2-(1H-indol-3-yl)ethan-1-amine ClC=1C=C(CNCCC2=CNC3=CC=CC=C23)C=C(C1)C